N1C=C(C=C1)C1=NC2=C(N1)C=CC(=C2)N 2-(1H-Pyrrole-3-yl)-1H-benzo[d]imidazol-5-amine